methyl 6-[[6-[[2-(2,2,4-trimethylpyrrolidin-1-yl)pyridine-3-carbonyl] sulfamoyl]-2-pyridyl]amino]pyridine-3-carboxylate CC1(N(CC(C1)C)C1=NC=CC=C1C(=O)NS(=O)(=O)C1=CC=CC(=N1)NC1=CC=C(C=N1)C(=O)OC)C